FC1=C(C=C(C(=C1O)F)C(F)(F)F)C1=NN(C2=NC(=NC=C21)N2C[C@@H](OCC2)CC=2C=C(C=CC2)S(=O)(=O)N)C (S)-3-((4-(3-(2,4-Difluoro-3-hydroxy-5-(trifluoromethyl)phenyl)-1-methyl-1H-pyrazolo[3,4-d]pyrimidin-6-yl)morpholin-2-yl)methyl)benzenesulfonamide